5-{2-[5-amino-2-(7-methylquinoline-8-sulfonamido)phenyl]ethynyl}pyridine-2-carboxylic acid NC=1C=CC(=C(C1)C#CC=1C=CC(=NC1)C(=O)O)NS(=O)(=O)C=1C(=CC=C2C=CC=NC12)C